N(N)C(=O)C=1C=NC(=NC1)C1CN(CC1)C(=O)OC(C)(C)C 2-methylpropan-2-yl 3-[5-(diazanylcarbonyl)pyrimidin-2-yl]tetrahydropyrrole-1-carboxylate